NC(=O)C1=CC(=CC2=CN(N=C12)C1=CC(=C(CN2CCN(CC2)C)C=C1)F)F 1-{4-[7-(aminocarbonyl)-5-fluoro-2H-indazol-2-yl]-2-fluorobenzyl}-4-methylpiperazine